[Cr](=O)([O-])[O-].[Mg+2].[Cu+2].[Cr](=O)([O-])[O-] copper-magnesium chromite